5-[5-[[4-(benzyloxymethyl)phenyl]carbamoyl]-2-fluoro-phenyl]-2-methyl-pyridine-3-carboxylic acid C(C1=CC=CC=C1)OCC1=CC=C(C=C1)NC(=O)C=1C=CC(=C(C1)C=1C=C(C(=NC1)C)C(=O)O)F